NC1=C(C=2C(=NC=C(C2S1)F)C=1C2=C(C=3C(=NC(=NC3C1F)N1CC(C1)N(C)C)N[C@H]1C(N(CC1)C)=O)COC2)C#N 2-Amino-4-(3-(3-(dimethylamino)azetidin-1-yl)-5-fluoro-1-(((R)-1-methyl-2-oxopyrrolidin-3-yl)amino)-7,9-dihydrofuro[3,4-f]quinazolin-6-yl)-7-fluorothieno[3,2-c]pyridine-3-carbonitrile